The molecule is a member of the class of phenothiazines that is 10H-phenothiazine substituted by a 3-(4-hydroxypiperidin-1-yl)propyl group at the nitrogen atom and a carbonitrile group at position 2. Periciazine is a first generation antipsychotic. It has a role as a sedative, an adrenergic antagonist and a first generation antipsychotic. It is a nitrile, a member of phenothiazines and a hydroxypiperidine. It derives from a hydride of a 10H-phenothiazine. C1CN(CCC1O)CCCN2C3=CC=CC=C3SC4=C2C=C(C=C4)C#N